FC=1C=C2C(=NC=NC2=CC1F)N1CC=2C=C(C=NC2[C@H](C1)C)N1CCOCC1 (S)-4-(6-(6,7-difluoroquinazolin-4-yl)-8-methyl-5,6,7,8-tetrahydro-1,6-naphthyridin-3-yl)morpholine